phosphoyttrium P(=O)(=O)[Y]